OCC(=O)NCCCC(CCCC(CCCCC(CCCC(CCC)C)C)C)C 1-[2-hydroxyacetamido](2E,4E,6E,8E,10E,12E,14E,16Z,18E)-4,8,13,17-tetramethyleicosane